C(CC1=CC=CC=C1)NC1=NC=C(C=N1)C1=NNC(O1)=O 5-(2-(phenethylamino)pyrimidin-5-yl)-1,3,4-oxadiazole-2(3H)-on